(6-(4-((4-(1H-pyrazol-4-yl)phenyl)amino)pyrimidin-2-yl)-1H-indol-2-yl)(3-(trifluoromethyl)azetidin-1-yl)methanone N1N=CC(=C1)C1=CC=C(C=C1)NC1=NC(=NC=C1)C1=CC=C2C=C(NC2=C1)C(=O)N1CC(C1)C(F)(F)F